Piperidinoic acid N1(CCCCC1)C(=O)O